3-(3,4-dimethoxyphenyl)-4-(cyclopentyloxy)-N-[(2-methoxy-4-morpholinyl)phenyl]-1H-pyrazolo[3,4-d]pyrimidin-6-amine COC=1C=C(C=CC1OC)C1=NNC2=NC(=NC(=C21)OC2CCCC2)NC2=C(C=CC=C2)N2CC(OCC2)OC